C1(CC1)[C@@]1(NC(NC1=O)=O)CNC(=O)C1=NN(N=C1)C1=C(C=C(C=C1)F)F N-{[(4R)-4-cyclopropyl-2,5-dioxoimidazolidin-4-yl]methyl}-2-(2,4-difluorophenyl)-2H-1,2,3-triazole-4-carboxamide